5,5'-diisopropyl-7,7'-dimethoxy-3,3'-dimethyl-[2,2'-binaphthalene]-1,1',6,6'-tetraol C(C)(C)C=1C2=CC(=C(C(=C2C=C(C1O)OC)O)C=1C(=C2C=C(C(=C(C2=CC1C)C(C)C)O)OC)O)C